F\C=C(\C)/C1OC2=CC=C(C=C2CC1)F (Z)-3-fluoro-2-(6-fluoro-chroman-2-yl)prop-2-en